(-)-tert-Butyl trans-4-(Hydroxymethyl)-5-(4-methoxyphenyl)azepane-1-carboxylate OC[C@@H]1CCN(CC[C@H]1C1=CC=C(C=C1)OC)C(=O)OC(C)(C)C